1,5-dihydro-4H-imidazo[4,5-c]quinolin-4-one N1C=NC=2C(NC=3C=CC=CC3C21)=O